ClC=1C=C(C=C(C1)OC(F)(F)F)C1=CC=2N(C[C@H]3N(C2N=C1)CCN(C3)C(C(=O)O)(C)C)S(=O)(=O)C3=CC(=CC=C3)C(F)(F)F (S)-2-(3-(3-chloro-5-(trifluoromethoxy)phenyl)-5-(3-(trifluoromethyl)phenylsulfonyl)-6a,7,9,10-tetrahydro-5H-pyrazino[1,2-a]pyrido[3,2-e]pyrazin-8(6H)-yl)-2-methylpropanoic acid